((4-(1-(((1r,4r)-4-((4-(4-chloro-7,7-dimethyl-5-oxo-5,7-dihydroindolo[1,2-a]quinazolin-10-yl)piperidin-1-yl)methyl)cyclohexyl)methyl)piperidin-4-yl)phenyl)amino)piperidine-2,6-dione ClC=1C=2C(N=C3N(C2C=CC1)C1=CC(=CC=C1C3(C)C)C3CCN(CC3)CC3CCC(CC3)CN3CCC(CC3)C3=CC=C(C=C3)NN3C(CCCC3=O)=O)=O